FC=1C=CC(=C(C1)C(=O)N1[C@@H]2[C@@H](C[C@H](C1)CC2)OC2=NC=C(C=C2)C(F)(F)F)C2=NC=CC=N2 (5-fluoro-2-(pyrimidin-2-yl)phenyl)((1S,4R,6R)-6-((5-(trifluoromethyl)pyridin-2-yl)oxy)-2-azabicyclo[2.2.2]octan-2-yl)methanone